2-CYCLOPROPOXYBENZALDEHYDE C1(CC1)OC1=C(C=O)C=CC=C1